Cl.NC(C(=O)N)(CC(F)F)CO 2-amino-4,4-difluoro-2-(hydroxymethyl)butanamide hydrochloride